methyl (1s,4s)-6'-bromo-4-(3-chloroanilino)-2',3'-dihydrospiro[cyclohexane-1,7'-indeno[5,6-b]furan]-4-carboxylate BrC1=CC2=CC3=C(OCC3)C=C2C12CCC(CC2)(C(=O)OC)NC2=CC(=CC=C2)Cl